1-(4-(1-(2,6-dichlorophenyl)azetidin-3-yl)benzyl)azetidine-3-carboxylic acid ClC1=C(C(=CC=C1)Cl)N1CC(C1)C1=CC=C(CN2CC(C2)C(=O)O)C=C1